3-(3-(1-(2-bromoacetyl)-3,3-difluorocyclobutyl)phenyl)propanoic acid methyl ester COC(CCC1=CC(=CC=C1)C1(CC(C1)(F)F)C(CBr)=O)=O